C1(=CC=CC=C1)S(=O)(=O)C1(CC(=C(CC1C)C)C)C(=O)O 1-benzenesulfonyl-3,4,6-trimethyl-3-cyclohexenecarboxylic acid